2-[4-[4-(3,4-Difluorophenyl)-2-fluorobenzoyl]piperazin-1-yl]-3H-quinazolin-4-one FC=1C=C(C=CC1F)C1=CC(=C(C(=O)N2CCN(CC2)C2=NC3=CC=CC=C3C(N2)=O)C=C1)F